C1(=CC=CC=C1)C1(CC1)C(=O)O 1-phenyl-1-cyclopropanecarboxylic acid